C1(CCCCC1)C1N(CCCC1)C(C(=O)NC=1C=C(C(=NC1)OC)C(=O)N)=O 5-[[2-(2-cyclohexyl-1-piperidyl)-2-oxo-acetyl]amino]-2-methoxy-pyridine-3-carboxamide